(E)-2-(1-(methylthio)prop-1-en-2-yl)-2-(1-(3-chlorophenyl)vinyl)malononitrile CS\C=C(/C)\C(C#N)(C#N)C(=C)C1=CC(=CC=C1)Cl